(S)-N-acetyl-2-acetoxyl-3-chloropropylamine C(C)(=O)NC[C@@H](CCl)OC(=O)C